F[C@H]1C[C@H](N2N=C(N=C21)C(=O)C2COCCC2)C2=CC=CC=C2 |r| [rac-(5S,7S)-7-fluoro-5-phenyl-6,7-dihydro-5H-pyrrolo[1,2-b][1,2,4]triazol-2-yl]-tetrahydropyran-3-yl-methanone